4-amino-7-cyclopropyl-1-[(1R)-1-[(3S)-oxolan-3-yl]ethyl]pyrido[2,3-d]pyrimidin-2-one NC=1C2=C(N(C(N1)=O)[C@H](C)[C@H]1COCC1)N=C(C=C2)C2CC2